(R)-2-hydroxy-2-phenylacetic acid O[C@@H](C(=O)O)C1=CC=CC=C1